COC=1C=C(C=CC1)C1CC(C1)O 3-(3-methoxyphenyl)cyclobutan-1-ol